C(C)NC(CCOC1=C(C=CC(=C1)C=O)[N+](=O)[O-])=O N-ETHYL-3-(5-FORMYL-2-NITROPHENOXY)PROPANAMIDE